CC1CCCC2(NC1C2)C(=O)O trans-5-methyl-7-azabicyclo[4.1.1]octane-1-carboxylic acid